2-fluoro-6-(Z)-(1'-methyl-4-hydroxy-3-methylbut-2-en-1-ylamino)-9-(tetrahydro-2H-pyran-2-yl)-9H-purine FC1=NC(=C2N=CN(C2=N1)C1OCCCC1)NC(\C=C(/CO)\C)C